ClC=1C=C2CCN([C@H](C2=C(C1)Cl)C)C(=O)[C@H]1CN(CCO1)C=1C2=C(C=NC1)N=C(O2)NCCO ((S)-6,8-dichloro-1-methyl-3,4-dihydroisoquinolin-2(1H)-yl)((R)-4-(2-((2-hydroxyethyl)amino)oxazolo[4,5-c]pyridin-7-yl)morpholin-2-yl)methanone